NC1=CC=C2C(=N1)[C@H]1[C@@H](OC2)CCC1 (6aS,9aS)-2-amino-7,8,9,9a-tetrahydrocyclopenta[5,6]pyrano[4,3-b]pyridine